2-(4-(aminomethyl)-2-chlorophenyl)-N-(3-(piperidin-1-yl)propyl)benzo[d]imidazo[2,1-b]thiazole-7-carboxamide NCC1=CC(=C(C=C1)C=1N=C2SC3=C(N2C1)C=CC(=C3)C(=O)NCCCN3CCCCC3)Cl